C(C)OC(=O)C=1NN=C(C1C)C.C(C)OC(CN1N=C(C(=C1C(=O)OCC)C)C)OCC ethyl 2-(2,2-diethoxy-ethyl)-4,5-dimethyl-2H-pyrazole-3-carboxylate Ethyl-4,5-dimethyl-2H-pyrazole-3-carboxylate